(5'S,7a'R)-1-[6-(1-fluoroethyl)pyrimidin-4-yl]-5'-phenyltetrahydro-3'H-spiro[piperidine-4,2'-pyrrolo[2,1-b][1,3]oxazol]-3'-one FC(C)C1=CC(=NC=N1)N1CCC2(C(N3[C@H](O2)CC[C@H]3C3=CC=CC=C3)=O)CC1